C(C)N(CCCCCN(CC)CC)CC Tetraethylpentylendiamin